C(C)OC1=C(C=C(C=C1)B(O)O)C(F)(F)F (4-ethoxy-3-(trifluoromethyl)phenyl)boronic acid